NC[C@H]1CN(C(O1)=O)C1=CC=C(C=C1)N1C(COCC1)=O 4-{4-[(5S)-5-(aminomethyl)-2-oxo-1,3-oxazolidin-3-yl]-phenyl}morpholin-3-one